2,3-dimethyl-4,19-dioxo-14-thioxo-7,10-dioxa-3,13,15,18-tetraazaheneicosane-1-oic acid CC(C(=O)O)N(C(CCOCCOCCNC(NCCNC(CC)=O)=S)=O)C